methyl (1R,2S,5S)-3-[(2S,3R)-2-amino-3-methyl-pentanoyl]-6,6-dimethyl-3-azabicyclo[3.1.0]hexane-2-carboxylate N[C@H](C(=O)N1[C@@H]([C@H]2C([C@H]2C1)(C)C)C(=O)OC)[C@@H](CC)C